OC=1C=C(C=CC1)C=1C2=CC=C(N2)C(=C2C=CC(C(=C3C=CC(=C(C=4C=CC1N4)C4=CC(=CC=C4)O)N3)C3=CC(=CC=C3)O)=N2)C2=C(C(=C(C(=C2F)F)OCC2OC(OC2)C2=CC=C(C=C2)OCC2OC2)F)F (±)-5,10,15-tris(3-hydroxyphenyl)-20-[4-((2-(4-(oxiran-2-ylmethoxy)phenyl)-1,3-dioxolan-4-yl)methoxy)-tetrafluorophenyl]porphyrin